carbene magnesium C=[Mg]